5-(sulfo)isophthalic acid S(=O)(=O)(O)C=1C=C(C=C(C(=O)O)C1)C(=O)O